[Na+].S1C(=NC2=C1C=CC=C2)CCCS(=O)(=O)[O-] 3-(2-benzothiazolyl)-1-propanesulfonic acid, sodium salt